tert-butyl (S)-3-(pivaloyloxy)-3,6-dihydropyridine-1(2H)-carboxylate C(C(C)(C)C)(=O)O[C@@H]1CN(CC=C1)C(=O)OC(C)(C)C